Propane-1,3-dione C(CC=O)=O